N1N=C(C2=CC=C(C=C12)O)[2H] indazol-3-d-6-ol